C1NC(CC2=C1NC1=CC=CC=C21)C(=O)O 2,3,4,9-tetrahydropyridino[3,4-b]indol-3-formic acid